(3-(3-(6-bromo-7-(((S)-1-(ethylsulfonyl)pyrrolidin-3-yl)amino)-1H-imidazo[4,5-b]pyridin-2-yl)-2,5-dimethyl-1H-pyrrol-1-yl)-4-methylphenyl)-2-(dimethylamino)acetamide BrC=1C(=C2C(=NC1)N=C(N2)C2=C(N(C(=C2)C)C=2C=C(C=CC2C)C(C(=O)N)N(C)C)C)N[C@@H]2CN(CC2)S(=O)(=O)CC